2-amino-4,6-bistrifluoromethylphenyl-1H-imidazole NC1=C(C(=CC(=C1)C(F)(F)F)C(F)(F)F)N1C=NC=C1